OC1=C(C=C(C(=C1)S(=O)(=O)O)O)COCC=1C(=C(C(=O)O)C=C(C1)O)O 3-((2,5-dihydroxy-4-sulfophenyl)methoxymethyl)-2,5-dihydroxybenzoic acid